FC(C1=CC=C(C=C1)N1N=NC(=C1COC1=CC=C(N=N1)N1CC(NCC1)=O)C(F)(F)F)F 4-(6-((1-(4-(difluoromethyl)phenyl)-4-(trifluoromethyl)-1H-1,2,3-triazol-5-yl)methoxy)pyridazin-3-yl)piperazin-2-one